ClC=1C(=C(C(=C(C(=O)C2=CC=CC=C2)C1)O)O)OC=CC chloro-hydroxy-4-propenoxy-2-hydroxybenzophenone